BrCC1=C([C@@H](N=C(N1)C=1SC=CN1)C1=C(C(=CC=C1)F)Cl)C(=O)OCC |o1:4| (R*)-Ethyl 6-(bromomethyl)-4-(2-chloro-3-fluorophenyl)-2-(thiazol-2-yl)-1,4-dihydropyrimidine-5-carboxylate